N1(CCCC1)S(=O)(=O)Cl pyrrolidine-1-sulfonyl chloride